BrC1=C(CN2CCCC23CCN(CC3)C(=O)OC(C)(C)C)C=CC=C1Cl tert-butyl 1-(2-bromo-3-chlorobenzyl)-1,8-diazaspiro[4.5]decane-8-carboxylate